6-(3-Chloro-6-(difluoromethyl)-2-fluorophenyl)-N-(1-((2-(2-(((S)-3-fluoropyrrolidin-1-yl)methyl)pyrrolidin-1-yl)pyrimidin-5-yl)methyl)-1H-pyrazol-4-yl)pyrazine-2-carboxamide ClC=1C(=C(C(=CC1)C(F)F)C1=CN=CC(=N1)C(=O)NC=1C=NN(C1)CC=1C=NC(=NC1)N1C(CCC1)CN1C[C@H](CC1)F)F